1,3-bis(2-aminoethylamino)propyltetramethyldisiloxane NCCNC(CCNCCN)[SiH](O[Si](C)(C)C)C